OC1=CC=C(C(=O)OCC)C=C1 4-hydroxybenzoic acid, ethyl ester